(1R,3S)-N1-((1,2,4)triazolo(4,3-a)pyridin-3-yl)-N3-(6-chloro-2-(trifluoromethyl)quinolin-4-yl)cyclohexane-1,3-diamine N=1N=C(N2C1C=CC=C2)N[C@H]2C[C@H](CCC2)NC2=CC(=NC1=CC=C(C=C21)Cl)C(F)(F)F